N1(CCNCC1)C=1C=C2C(=NC1C#N)NC=C2 5-Piperazin-1-yl-1H-pyrrolo[2,3-b]pyridine-6-carbonitrile